C(=N)N1C=2C(NC(=NC2NCC1CNC1=CC=C(C(N[C@@H](CCC(=O)[O-])C(=O)O)=O)C=C1)N)=O 5-Formimino-tetrahydrofolate